2-(((R)-1-(3,7-dimethyl-4-oxo-2-((1R,5S,6R)-6-(trifluoromethyl)-3-azabicyclo[3.1.0]hexan-3-yl)-4H-pyrido[1,2-a]pyrimidin-9-yl)ethyl)amino)benzoic acid CC1=C(N=C2N(C1=O)C=C(C=C2[C@@H](C)NC2=C(C(=O)O)C=CC=C2)C)N2C[C@H]1C([C@H]1C2)C(F)(F)F